ethyl (R)-2-(4-((4-(2-amino-2-cyclohexylacetyl)piperazin-1-yl)methyl)piperidin-1-yl)acetate N[C@@H](C(=O)N1CCN(CC1)CC1CCN(CC1)CC(=O)OCC)C1CCCCC1